chloropyridoindole ClC=1NC2=C3C(=CC=C2C1)N=CC=C3